CC1=NC(=C(C#N)C(=C1)C=1OC(=CC1)C)SCC(C1=CC=CC=C1)=O 6-Methyl-4-(5-methyl-furan-2-yl)-2-(2-oxo-2-phenyl-ethylsulfanyl)-nicotinonitrile